CC1(CCC=2C(=CC=C3C[C@@H](COC23)C2=C(C=C(C=C2)CCC)O)O1)C 2-[(3R)-8,8-Dimethyl-3,4,9,10-tetrahydro-2H-pyrano[2,3-h]chromen-3-yl]-5-propylphenol